ClC=1C=CC2=C(N=CC(N2)=O)N1 6-chloropyrido[2,3-b]pyrazin-2(1H)-one